FC=1C=C(C=C(C1F)F)S(=O)(=O)N1[C@@H]([C@@H]2CC[C@H](C1)N2C(=O)OCCOC)C(=O)OCC 2-ethyl 8-(2-methoxyethyl) (1s,2s,5r)-3-((3,4,5-trifluorophenyl) sulfonyl)-3,8-diazabicyclo[3.2.1]octane-2,8-dicarboxylate